2-({3-[(1E)-2-(pyridin-2-yl)ethenyl]-1H-indazol-6-yl}thio)-N-methylbenzamide N1=C(C=CC=C1)/C=C/C1=NNC2=CC(=CC=C12)SC1=C(C(=O)NC)C=CC=C1